C1(CCC1)S(=O)(=O)C=1C=C(C=CC1)O 3-(cyclobutylsulfonyl)phenol